(S)-2-(1-amino-5-(ethoxycarbonyl)-4-(4-((4-bromopyridin-2-yl)carbamoyl)Phenyl)-1H-imidazol-2-yl)piperidine-1-carboxylic acid tert-butyl ester C(C)(C)(C)OC(=O)N1[C@@H](CCCC1)C=1N(C(=C(N1)C1=CC=C(C=C1)C(NC1=NC=CC(=C1)Br)=O)C(=O)OCC)N